C(CC)C(CO)(CO)CCC 2,2-di-n-propyl-1,3-propanediol